OC[C@@H]1N([C@H]2C[C@H]2C1)C(=O)OC(C)(C)C tert-Butyl (1S,3R,5s)-3-(hydroxymethyl)-2-azabicyclo[3.1.0]hexane-2-carboxylate